(1S,6R,8R,9R,10R,15R,17S,18R)-8-(6-amino-9H-purin-9-yl)-17-ethynyl-9,18-difluoro-3,12-dihydroxy-2,4,7,11,13,16-hexaoxa-3λ5,12λ5-diphosphatricyclo[13.2.1.06,10]octadecane-3,12-dione NC1=C2N=CN(C2=NC=N1)[C@@H]1O[C@@H]2COP(O[C@H]3[C@@H](O[C@H](COP(O[C@H]2[C@H]1F)(=O)O)[C@H]3F)C#C)(=O)O